1,2-bis(4-methoxyphenoxy)propane COC1=CC=C(OCC(C)OC2=CC=C(C=C2)OC)C=C1